(2R,3S,4S)-4-hydroxy-2-(pyridin-3-ylmethyl)pyrrolidin-3-yl N-[(3-fluorophenyl)methyl]carbamate FC=1C=C(C=CC1)CNC(O[C@H]1[C@H](NC[C@@H]1O)CC=1C=NC=CC1)=O